2-[3-(5-chloro-2-fluoro-phenyl)-1H-pyrazol-4-yl]-7-(1,4-diazepan-1-yl)-1,5-naphthyridine ClC=1C=CC(=C(C1)C1=NNC=C1C1=NC2=CC(=CN=C2C=C1)N1CCNCCC1)F